4-((3-(1H-1,2,3-triazol-1-yl)pyrrolidin-1-yl)sulfonyl)-N-(3,4-dichloro-1H-indol-7-yl)benzenesulfonamide N1(N=NC=C1)C1CN(CC1)S(=O)(=O)C1=CC=C(C=C1)S(=O)(=O)NC=1C=CC(=C2C(=CNC12)Cl)Cl